C(C)C(C(=O)[O-])CCCC.C(C)C(C(=O)[O-])CCCC.C(CCC)[Sn+2]CCCC dibutyl-tin di(2-ethylhexanoate)